4-(1H-imidazolylmethyl)-benzenepropanoic acid N1(C=NC=C1)CC1=CC=C(C=C1)CCC(=O)O